3-amino-2,2-dimethyl-propionic acid ethyl ester hydrochloride Cl.C(C)OC(C(CN)(C)C)=O